NC1(C(C(CCC1)(C)O)=O)C1=CC(=CC=C1)OC(F)(F)F 2-amino-6-hydroxy-6-methyl-2-(3-(trifluoromethoxy)phenyl)cyclohexane-1-one